6-(3,4-diaminophenyl)-3-(2-(dimethylamino)ethyl)quinazolin-4(3H)-one NC=1C=C(C=CC1N)C=1C=C2C(N(C=NC2=CC1)CCN(C)C)=O